CC1(CCN(CC1)CC=1C=CC=2N(C1)C=C(N2)CN2C(C1=CN=CC(=C1C=C2)N2CC1C(C2)COC1)=O)C 2-({6-[(4,4-dimethylpiperidin-1-yl)methyl]imidazo[1,2-a]pyridin-2-yl}methyl)-5-{hexahydro-1H-furo[3,4-c]pyrrol-5-yl}-1,2-dihydro-2,7-naphthyridin-1-one